9-(5-iodothiophen-2-yl)-9H-xanthene IC1=CC=C(S1)C1C2=CC=CC=C2OC=2C=CC=CC12